n-butyl isohexanoate C(CCC(C)C)(=O)OCCCC